[Si](C)(C)(C(C)(C)C)OCCCCC[C@H](CCC(C)(F)F)NS(=O)C(C)(C)C N-((R)-10-((tert-butyldimethylsilyl)oxy)-2,2-difluorodecan-5-yl)-2-methylpropane-2-sulfinamide